2-((2-(4-(1-Amino-2-methyl-1-oxopropan-2-yl)pyridin-2-yl)-1H-indol-5-yl)thio)acetic acid NC(C(C)(C)C1=CC(=NC=C1)C=1NC2=CC=C(C=C2C1)SCC(=O)O)=O